BrC=1C=C(C(=O)N(C(C)C2=NC=CN=C2N2N=CN(C2=O)C)C)C=C(C1)S(=O)(=O)C 3-bromo-N-methyl-N-[1-[3-(4-methyl-5-oxo-1,2,4-triazol-1-yl)pyrazin-2-yl]ethyl]-5-methylsulfonylbenzamide